(3R)-tert-butyl 11-hydroxy-3-methyl-3,4,10,11-tetrahydro-1H-pyrido[4',3':3,4]pyrazolo[1,5-a]azepine-2(7H)-carboxylate OC1C=2N(CC=CC1)N=C1C2CN([C@@H](C1)C)C(=O)OC(C)(C)C